ClC=1C=CC2=C(NC(=NS2(=O)=O)NCC2=NC(=CC=C2)F)C1OC1=C(C=CC=C1)Cl 6-chloro-5-(2-chlorophenoxy)-3-(((6-fluoropyridin-2-yl)methyl)amino)-4H-benzo[e][1,2,4]thiadiazine 1,1-dioxide